C1(CC1)C1=NN(C=N1)C1CC2(CN(C2)C(=O)N2CC3(C2)CN(C3)CC=3SC=C(N3)C(F)(F)F)C1 [6-(3-cyclopropyl-1,2,4-triazol-1-yl)-2-azaspiro[3.3]heptan-2-yl]-[6-[[4-(trifluoromethyl)thiazol-2-yl]methyl]-2,6-diazaspiro[3.3]heptan-2-yl]methanone